CC1=NC2=C(C=CC=C2C(N1)=O)C(F)(F)F 2-methyl-8-(trifluoromethyl)-3,4-dihydroquinazolin-4-one